(7-chloro-1-methoxynaphthalen-2-yl)boric acid ClC1=CC=C2C=CC(=C(C2=C1)OC)OB(O)O